2-({4-[4-(3-methylphenoxy)benzoyl]piperazin-1-yl}methyl)-1-{[(2S)-oxetan-2-yl]methyl}-1H-1,3-benzodiazole-6-carboxylic acid CC=1C=C(OC2=CC=C(C(=O)N3CCN(CC3)CC3=NC4=C(N3C[C@H]3OCC3)C=C(C=C4)C(=O)O)C=C2)C=CC1